OC1=NC=2CCCC(C2C=C1C(=O)OC)C methyl 2-hydroxy-5-methyl-5,6,7,8-tetrahydroquinoline-3-carboxylate